ClC=1C(=C2N=C(N=C3C2=C(O[C@H]([C@@H]2[C@@H]4CC[C@H](CN32)N4C(=O)OC(C)(C)C)CC)N1)SCC)F tert-butyl (5S,5aS,6S,9R)-2-chloro-5-ethyl-12-(ethylthio)-1-fluoro-5a,6,7,8,9,10-hexahydro-5H-4-oxa-3,10a,11,13,14-pentaaza-6,9-methanonaphtho[1,8-ab]heptalene-14-carboxylate